COC1(CC(CC1)C)C 1,3-dimethylcyclopentyl methyl ether